CS(=O)CCC(COCCCCCCCCCCCC)O 3-hydroxy-4-dodecoxybutyl methyl sulfoxide